Cl.CC1=CC=CC(=N1)C(=O)NC1CC(C1)N1C2=NC=NC(=C2N=C1)NCCCN1CCN(CC1)CC1CCNCC1 6-methyl-N-((1s,3s)-3-(6-((3-(4-(piperidin-4-ylmethyl)piperazin-1-yl)propyl)amino)-9H-purin-9-yl)cyclobutyl)picolinamide hydrochloride